(S,E)-1-(tert-butoxycarbonyl)-4-(spiro[2.5]oct-5-en-6-ylmethylene)pyrrolidine-2-carboxylic acid C(C)(C)(C)OC(=O)N1[C@@H](C\C(\C1)=C/C1=CCC2(CC2)CC1)C(=O)O